Cl.Cl.ClC=1C(=NC2=CC=C(C=C2C1)C=1C=C(C=CC1C)CN)N1CCNCC1 [3-(3-chloro-2-piperazin-1-yl-6-quinolinyl)-4-methyl-phenyl]methylamine dihydrochloride